methyl N-{1,4-diazepane-1-carbonyl}-N-methyl-L-valinate N1(CCNCCC1)C(=O)N([C@@H](C(C)C)C(=O)OC)C